C(C(C)(C)C)(=O)OP(OC(C(C)(C)C)=O)(=O)CCC(=O)NO (3-(hydroxyamino)-3-oxopropyl)phosphonic acid dipivalyl ester